4-(3,8-diazabicyclo[3.2.1]octan-3-yl)-2-hydroxybenzaldehyde C12CN(CC(CC1)N2)C2=CC(=C(C=O)C=C2)O